ethyl-benzylsulfonamide C(C)NS(=O)(=O)CC1=CC=CC=C1